(R)-2-(3-(5-(3-Hydroxy-1-methyl-2-oxopyrrolidin-3-yl)isoxazol-3-yl)phenyl)-5-((1-methyl-1H-pyrazol-4-yl)amino)pyrimidine-4-carboxamide O[C@@]1(C(N(CC1)C)=O)C1=CC(=NO1)C=1C=C(C=CC1)C1=NC=C(C(=N1)C(=O)N)NC=1C=NN(C1)C